C(C)(C)(C)OC(=O)N1C(CCC(C1)C(F)(F)F)C1=C(C=CC=C1)Br (2-bromophenyl)-5-(trifluoromethyl)piperidine-1-carboxylic acid tert-butyl ester